trans-rac-N-(2-Chloro-5-(2,2-dichloro-3-(3,5-dichlorophenyl)cyclopropane-1-carboxamido)phenyl)-3,5-difluoro-N-methylbenzamide ClC1=C(C=C(C=C1)NC(=O)[C@@H]1C([C@H]1C1=CC(=CC(=C1)Cl)Cl)(Cl)Cl)N(C(C1=CC(=CC(=C1)F)F)=O)C |r|